FC=1C=C2NC(C=3N(C2=C(C1C1=C2C=CN(C2=CC(=C1)C)S(=O)(=O)C)C)C(=NN3)C)(C)C 7-Fluoro-1,4,4,9-tetramethyl-8-(6-methyl-1-methylsulfonyl-1H-indol-4-yl)-5H-[1,2,4]triazolo[4,3-a]quinoxaline